ClC=1C=NC=CC1C(C(C(=O)OCC)O)O ethyl 3-(3-chloropyridin-4-yl)-2,3-dihydroxypropionate